1-(Dimethylcarbamoyl)piperidine-4-carboxylic acid methyl ester COC(=O)C1CCN(CC1)C(N(C)C)=O